COC1=CC=C(C=C1)C=1C(=CN(C(C1)=O)C)C=1C=NN(C1)C1=C(C(=O)O)C=CC=C1 2-{4-[4-(4-Methoxy-phenyl)-1-methyl-6-oxo-1,6-dihydro-pyridin-3-yl]-pyrazol-1-yl}-benzoic acid